1-((2-cyano-7-(2,4-dicyanophenyl)isoindolin-5-yl)methyl)-3-methylurea C(#N)N1CC2=C(C=C(C=C2C1)CNC(=O)NC)C1=C(C=C(C=C1)C#N)C#N